CC1(COC1)CCOC1=C2C(=NC(=C1)C1=CNC3=CN=C(C=C31)NC(C)=O)C3(OCC2)COCC3 N-(3-(4'-(2-(3-methyloxetan-3-yl)ethoxy)-4,5,5',6'-tetrahydro-2H-spiro[furan-3,8'-pyrano[3,4-b]pyridin]-2'-yl)-1H-pyrrolo[2,3-c]pyridin-5-yl)acetamide